C(C)(C)(C)P(C(C)(C)C)CC1=CC=CC(=N1)CCNCC1=C(C=CC=C1)P(C1=CC=CC=C1)C1=CC=CC=C1 2-(6-((di-tert-butylphosphino)methyl)pyridin-2-yl)-N-(2-(diphenylphosphino)benzyl)ethan-1-amine